3-(4-benzoyloxy-3-hydroxycyclohexyl)-1-propene C(C1=CC=CC=C1)(=O)OC1C(CC(CC1)CC=C)O